COC(CCSSCCC(OC)=N)=N.C(#N)N1CC(OCC1)C(=O)NC=1N=CN(C1)C1=CC=CC=C1 4-cyano-N-(1-phenyl-1H-imidazol-4-yl)morpholine-2-carboxamide Dimethyl-3,3'-dithiobispropionimidate